4-{[3-(4-{[1-(2-methoxyethyl)piperidin-4-yl]amino}-1-(2,2,2-trifluoroethyl)-1H-indol-2-yl)prop-2-yn-1-yl]amino}-N,N-dimethylbenzene-1-sulfonamide COCCN1CCC(CC1)NC1=C2C=C(N(C2=CC=C1)CC(F)(F)F)C#CCNC1=CC=C(C=C1)S(=O)(=O)N(C)C